C1(CCC1)[C@@]1(NC(NC1=O)=O)CNC(OC(C)(C)C)=O |r| rac-tert-butyl [(4-cyclobutyl-2,5-dioxoimidazolidin-4-yl)methyl]carbamate